C(C1=CC=CC=C1)OC1CC2N(C(C1)C2)C(=O)C2=NC=CC=C2 (Trans-3-(benzyloxy)-6-azabicyclo[3.1.1]hept-6-yl)(pyridin-2-yl)methanone